FC=1C=C2C(C(=CN3C2=C(C1F)SCC3)CN([C@@H]3CN(CCC3)C=3C=NC(=CC3)[N+](=O)[O-])CC3=CC(=NC=C3)OC)=O 9,10-difluoro-6-({[(2-methoxypyridin-4-yl)methyl][(3S)-1-(6-nitropyridin-3-yl)hexahydropyridin-3-yl]amino}methyl)-3,7-dihydro-2H-[1,4]thiazino[2,3,4-ij]quinolin-7-one